3-(methoxymethyl)chromane-6-carboxanilide COCC1COC2=CC=C(C=C2C1)C(=O)NC1=CC=CC=C1